N[C@H](CC(C)C)C(=O)O D-Leucine